(R,S)-4-(aminomethyl)-7-(tetrahydrofuran-2-yl)phthalazin-1(2H)-one NCC1=NNC(C2=CC(=CC=C12)[C@@H]1OCCC1)=O